trans-N-(3-(1-cyclopropyl-1H-pyrazol-4-yl)phenyl)-N-((trans-4-(4-methoxy-3-methylphenyl)cyclohexyl)methyl)-4-(methylsulfonyl)cyclohexanecarboxamide C1(CC1)N1N=CC(=C1)C=1C=C(C=CC1)N(C(=O)[C@@H]1CC[C@H](CC1)S(=O)(=O)C)C[C@@H]1CC[C@H](CC1)C1=CC(=C(C=C1)OC)C